1-(4-(azetidin-1-yl)pyridin-2-yl)-N-(1-methyl-1H-indazol-7-yl)-1H-pyrazole-4-sulfonamide N1(CCC1)C1=CC(=NC=C1)N1N=CC(=C1)S(=O)(=O)NC=1C=CC=C2C=NN(C12)C